COCCC1=CC=C(C=C1)/C=C/C=O (2E)-3-[4-(2-methoxyethyl)phenyl]prop-2-enal